5-chloro-2-methyl-N-((1R,4r)-4-((3-(6-(((R)-4-methyl-morpholin-2-yl)methoxy)pyridin-3-yl)-2-oxo-2,3-dihydro-1H-benzo[d]imidazol-1-yl)methyl)cyclohexyl)nicotinamide ClC=1C=NC(=C(C(=O)NC2CCC(CC2)CN2C(N(C3=C2C=CC=C3)C=3C=NC(=CC3)OC[C@H]3CN(CCO3)C)=O)C1)C